rel-(S)-6-((5-methoxy-3-methyl-1-oxoisoindolin-2-yl)methyl)benzo[d]oxazol-2(3H)-one COC=1C=C2[C@@H](N(C(C2=CC1)=O)CC1=CC2=C(NC(O2)=O)C=C1)C |o1:5|